CC(C(=O)O)(C)OC1=NC=CC(=C1)CC=O 2-methyl-2-{[4-(2-oxoethyl)pyridin-2-yl]oxy}propanoic acid